OC1(CCNCC1)C(=O)O 4-HYDROXYPIPERIDINE-4-CARBOXYLIC ACID